C(C)(C)(C)OC(=O)N[C@@H](CCCCN)C(=O)OCCCCCCCCCCCCCCCCCC Octadecyl N-(tert-butoxycarbonyl)-L-lysinate